(R)-3-amino-3-(4-(7,7-difluoro-2-((2S,3R)-3-hydroxy-2-methylazetidin-1-yl)-6,7-dihydro-5H-cyclopenta[d]pyrimidin-4-yl)phenyl)tetrahydrothiophene 1,1-dioxide N[C@@]1(CS(CC1)(=O)=O)C1=CC=C(C=C1)C=1C2=C(N=C(N1)N1[C@H]([C@@H](C1)O)C)C(CC2)(F)F